N-(2,2-dimethyl-6-morpholino-1,1-dioxo-3H-benzothiophen-5-yl)pyrazolo[1,5-a]pyrimidine-3-carboxamide CC1(S(C2=C(C1)C=C(C(=C2)N2CCOCC2)NC(=O)C=2C=NN1C2N=CC=C1)(=O)=O)C